The molecule is a tricyclic triterpenoid of the isomalabaricane group. It has a role as an antineoplastic agent and a metabolite. It is a tricyclic triterpenoid, an acetate ester, an enone, an ether and an oxo monocarboxylic acid. It is a conjugate acid of a globostellatate C(1-). C/C(=C\\C=C\\C(=C\\1/C(=O)C[C@@H]2[C@@]1(CC[C@@H]3[C@@]2(CC[C@H]([C@]3(C)C(=O)O)OC(=O)C)C)C)\\C)/C=C/C(C(C)(C)O)OC